FC1(CC(C1)COC1=C(C=CC(=C1F)F)[C@H]1[C@H](O[C@@]([C@H]1C)(C(F)(F)F)C)C(=O)NC1=CC(=NC=C1)C(=O)N)F 4-[[(2S,3S,4S,5S)-3-[2-[(3,3-difluorocyclobutyl)methoxy]-3,4-difluoro-phenyl]-4,5-dimethyl-5-(trifluoromethyl)tetrahydrofuran-2-carbonyl]amino]pyridine-2-carboxamide